1,3-dihydropyrazol N1NCC=C1